Cl.N1=NC(=CC=C1)CC1=C2C(=NN1)CNC2 (1,2-diazin-3-ylmethyl)-5,6-dihydro-4H-pyrrolo[4,3-c]pyrazole hydrochloride